3-hydroxy-N-(oxetan-3-yl)propionamide OCCC(=O)NC1COC1